(4R,5R)-2-(1H-benzo[d]imidazol-2-yl)-4,5-diphenyl-4,5-dihydro-oxazole N1C(=NC2=C1C=CC=C2)C=2O[C@@H]([C@H](N2)C2=CC=CC=C2)C2=CC=CC=C2